OCC(=O)N1CCC(CC1)NC(OC(C)(C)C)=O tert-butyl (1-(2-hydroxyacetyl)piperidin-4-yl)carbamate